[Ti].O(C(N(CCO)CCO)CO)C(N(CCO)CCO)CO oxybis(triethanolamine) titanium